(R,E)-N-(1-(benzo[d][1,3]dioxol-5-yl)ethyl)-2-cyano-3-(5-(1-methyl-1H-pyrazol-4-yl)-1H-pyrrolo[2,3-b]pyridin-3-yl)acrylamide O1COC2=C1C=CC(=C2)[C@@H](C)NC(\C(=C\C2=CNC1=NC=C(C=C12)C=1C=NN(C1)C)\C#N)=O